BrC=1C(=NC=CC1)CC1N(C(C2=CC=CC=C12)=O)CC1=CC2=C(NC(O2)=O)C=C1F 6-((1-((3-bromopyridin-2-yl)methyl)-3-oxoisoindolin-2-yl)methyl)-5-fluorobenzo[d]oxazol-2(3H)-one